3-((((9H-fluoren-9-yl)methoxy)carbonyl)(2-(benzyloxy)-2-oxoethyl)amino)propanoic acid C1=CC=CC=2C3=CC=CC=C3C(C12)COC(=O)N(CCC(=O)O)CC(=O)OCC1=CC=CC=C1